tert-Butyl 4-((2-chloropyridin-4-yl)oxy)piperidine-1-carboxylate ClC1=NC=CC(=C1)OC1CCN(CC1)C(=O)OC(C)(C)C